C(CC#CCCCCC)OC(CCC(=O)O)OCCC#CCCCCC 4,4-bis(non-3-yn-1-yloxy)butanoic acid